4-hydroxy-3-[(E)-7-hydroxy-3,7-dimethyl-4-oxooct-5-enyl]-5-(3-methylbut-2-enyl)benzoic acid OC1=C(C=C(C(=O)O)C=C1CC=C(C)C)CCC(C(\C=C\C(C)(C)O)=O)C